ClC=1C=C(C=NC1C1=CCC(CC1)C(F)(F)F)O 5-chloro-6-[4-(trifluoromethyl)cyclohexen-1-yl]pyridin-3-ol